Cl.C(C)N(CCOC1=C(C=C(C=C1I)C(=O)C1=CC(=C(C(=C1)I)OCCN(CC)CC)I)I)CC [4-[2-(diethylamino) ethoxy]]-3,5-diiodophenyl ketone hydrochloride